C1(CC1)NC(=O)C1=NC(=CC=C1)N1CCN(CCC1)C1CCN(CC1)C(C)C N-Cyclopropyl-6-{4-[1-(propan-2-yl)piperidin-4-yl]-1,4-diazepan-1-yl}pyridine-2-carboxamide